C(#N)CN1N=CC2=CC=C(C(=C12)OC)NC1=CC(=NC=C1C(=O)NC([2H])([2H])[2H])NC(=O)C1CC1 4-((1-(Cyanomethyl)-7-methoxy-1H-indazol-6-yl)amino)-6-(cyclopropanecarboxamido)-N-(methyl-d3)nicotinamide